O1COCC2=C1C=CC(=C2)C(N2CCN(CC2)C(=O)N2N=NC(=C2)C2=CC=CC=C2)C2=CC1=C(OCOC1)C=C2 (4-(bis(4H-benzo[d][1,3]dioxin-6-yl)methyl)piperazin-1-yl)(4-phenyl-1H-1,2,3-triazol-1-yl)methanone